(1S,3R,5S)-3-(benzyloxycarbonylamino)-5-(methoxymethoxy)cyclohexanecarboxylic acid C(C1=CC=CC=C1)OC(=O)N[C@@H]1C[C@@H](C[C@@H](C1)OCOC)C(=O)O